BrC=1C(=C(C=C(C1)C)C1=CC=CC=C1)OCOC bromo-2-(methoxymethoxy)-5-methyl-1,1'-biphenyl